tert-Butyl 2-((2R,4r,6S)-4-(2-(((trans)-4-(3-(4-cyano-3-(trifluoromethyl)phenyl)-5,5-dimethyl-4-oxo-2-thioxoimidazolidin-1-yl)cyclohexyl)oxy)ethoxy)-2,6-dimethylpiperidin-1-yl)acetate C(#N)C1=C(C=C(C=C1)N1C(N(C(C1=O)(C)C)[C@@H]1CC[C@H](CC1)OCCOC1C[C@H](N([C@H](C1)C)CC(=O)OC(C)(C)C)C)=S)C(F)(F)F